ClC=1C=C(C=C(C1)C=1OC=CN1)NCCCCCCN1[C@@H]([C@H]([C@@H]([C@H](C1)O)O)O)CO (2R,3R,4R,5S)-1-(6-{[3-chloro-5-(1,3-oxazol-2-yl)phenyl]amino}hexyl)-2-(hydroxymethyl)piperidine-3,4,5-triol